NC=1C(=NC(=CC1)C1=CC=CC=C1)NC1=C(C(=C(C=C1)NC(=O)[C@@H]1CC[C@H](CC1)C(=O)OC)F)C trans-methyl 4-[[4-[(3-amino-6-phenyl-2-pyridyl)amino]-2-fluoro-3-methyl-phenyl]carbamoyl]cyclohexanecarboxylate